O=C1NC(CCC1N1C(C2=CC=CC(=C2C1=O)N(C1=CC=C(CN(CCN(C(OC(C)(C)C)=O)C)C)C=C1)C)=O)=O tert-butyl (2-((4-((2-(2,6-dioxopiperidin-3-yl)-1,3-dioxoisoindolin-4-yl)(methyl)amino) benzyl)(methyl)amino)ethyl)(methyl)carbamate